2-(2-hydroxy-4-methoxyphenyl)4,6-diphenyl-1,3,5-triazine OC1=C(C=CC(=C1)OC)C1=NC(=NC(=N1)C1=CC=CC=C1)C1=CC=CC=C1